(S)-5-(4-((7-ethyl-6-oxo-5,6-dihydro-1,5-naphthyridin-3-yl)methyl)piperazin-1-yl)-N-(1-methylpyrrolidin-3-yl)picolinamide C(C)C=1C(NC=2C=C(C=NC2C1)CN1CCN(CC1)C=1C=CC(=NC1)C(=O)N[C@@H]1CN(CC1)C)=O